7-methyl-2-((7-methyl-[1,2,4]triazolo[1,5-a]pyridin-6-yl)amino)-9-(tetrahydro-2H-pyran-4-yl)-7,9-dihydro-8H-purine-8-thione CN1C(N(C2=NC(=NC=C12)NC=1C(=CC=2N(C1)N=CN2)C)C2CCOCC2)=S